COC=1C=C(C=C(C1)OC)C1=C(C=C(C=C1)N)N 4-(3,5-dimethoxyphenyl)-1,3-diaminobenzene